CN(CCS)C dimethyl-Cysteamine